CON=C1CCC2=CC(=CC=C12)C=O 1-(methoxyimino)-2,3-dihydro-1H-indene-5-carbaldehyde